1-(2-(4-cyclobutylpiperazin-1-yl)ethyl)-3-(4-((1-cyclobutylpiperidin-4-yl)oxy)phenyl)urea C1(CCC1)N1CCN(CC1)CCNC(=O)NC1=CC=C(C=C1)OC1CCN(CC1)C1CCC1